S1C(=NN=C1)C1=CC(=C2C=NNC2=C1)NCCOCCCCNC(OC(C)(C)C)=O tert-butyl (4-(2-((6-(1,3,4-thiadiazol-2-yl)-1H-indazol-4-yl)amino)ethoxy)butyl)carbamate